FC=1C(=C2C(=NC(=NN2C1)N[C@@H]1[C@@H](CN(CC1)C)F)OC)C=1C=CC2=C(N(N=N2)[C@@H](CF)C)C1 6-fluoro-N-((3R,4S)-3-fluoro-1-methylpiperidin-4-yl)-5-(1-((R)-1-fluoropropan-2-yl)-1H-benzo[d][1,2,3]triazol-6-yl)-4-methoxypyrrolo[2,1-f][1,2,4]triazin-2-amine